ClC=1C=NN(C1)C=1N=C2N(N1)[C@@H](C[C@@H]2F)C2=CC=CC=C2 (5s,7s)-2-(4-chloropyrazol-1-yl)-7-fluoro-5-phenyl-6,7-dihydro-5H-pyrrolo[1,2-b][1,2,4]triazole